N[C@H]1[C@H](OCCC1)C1=C(C2=NC(=CC(=C2S1)NCC=1SC=CC1)Cl)Br 2-((2S,3R)-3-aminotetrahydro-2H-pyran-2-yl)-3-bromo-5-chloro-N-(thiophen-2-ylmethyl)thieno[3,2-b]pyridin-7-amine